Cl.CC=1C(=NC(=CC1C=1C=NC=CC1)C)N1CCC2(CC1)CC1=CC=CC=C1[C@H]2N (3S)-1'-{3',6'-dimethyl-[3,4'-bipyridin]-2'-yl}-1,3-dihydrospiro[indene-2,4'-piperidin]-3-amine hydrochloride